2-(4-(((4-ethylphenyl)amino)methyl)phenyl)-1H-benzimidazole-4-carboxamide C(C)C1=CC=C(C=C1)NCC1=CC=C(C=C1)C1=NC2=C(N1)C=CC=C2C(=O)N